3-[2-(2-carbamoyl-2-methylideneethyl)-7-hydroxy-1-oxo-2,3-dihydro-1H-isoindol-4-yl]-N-methylbenzamide C(N)(=O)C(CN1C(C2=C(C=CC(=C2C1)C=1C=C(C(=O)NC)C=CC1)O)=O)=C